3-amino-2'-chloro-5'-methoxy-[1,1'-biphenyl]-4-carboxylic acid methyl ester COC(=O)C1=C(C=C(C=C1)C1=C(C=CC(=C1)OC)Cl)N